ethynylborate C(#C)OB([O-])[O-]